Cl.ClC1=CC=C(C[C@H]2CO[C@H](CN2C2CCC(CC2)C2=NN(C(=C2)C)C)C(=O)NCC#C)C=C1 (2R,5S)-5-(4-chlorobenzyl)-4-(4-(1,5-dimethyl-1H-pyrazol-3-yl)cyclohexyl)-N-(prop-2-yn-1-yl)morpholine-2-carboxamide hydrochloride